2-(4-hydroxyphenyl)-2-[(2-piperidine-4-ylethyl)amino]-N-(pyridine-4-ylmethyl)acetamid OC1=CC=C(C=C1)C(C(=O)NCC1=CC=NC=C1)NCCC1CCNCC1